2-aminobromopyridine NC1=NC=CC=C1Br